2-(1-isopropyl-4-oxo-7-(trifluoromethyl)-1,4-dihydrocinnolin-3-yl)-N-(6-(trifluoromethyl)pyridazine-3-yl)acetamide C(C)(C)N1N=C(C(C2=CC=C(C=C12)C(F)(F)F)=O)CC(=O)NC=1N=NC(=CC1)C(F)(F)F